BrC1=C(C=CC(=C1)CN1CC2CCC(C1)N2S(=O)(=O)C)C2=CC=C(C=C2)C(C(F)(F)F)(C(F)(F)F)O 2-(2'-bromo-4'-((8-(methylsulfonyl)-3,8-diazabicyclo[3.2.1]octan-3-yl)methyl)-[1,1'-biphenyl]-4-yl)-1,1,1,3,3,3-hexafluoropropan-2-ol